(2S)-3-(7-fluoro-1H-indol-3-yl)-2-hydroxy-propanoic acid FC=1C=CC=C2C(=CNC12)C[C@@H](C(=O)O)O